CC1(OC=2C(=NC(=CC2)C=2C(=CC(=NC2)NC(C)=O)NC2=NC(=CC(=C2)C2=CN=NC=C2F)S(=O)(=O)C)OC1)C N-(5-(2,2-dimethyl-2,3-dihydro-[1,4]dioxino[2,3-b]pyridin-6-yl)-4-((4-(5-fluoropyridazin-4-yl)-6-(methylsulfonyl)pyridin-2-yl)amino)pyridin-2-yl)acetamide